methylsulfonylmethyl isocyanide CS(=O)(=O)C[N+]#[C-]